C(CNC(CCCCCCCCCCC(CCCCCC)O)=O)NC(CCCCCCCCCCC(CCCCCC)O)=O N,N'-1,2-ethylenebis(12-hydroxy-octadecanamide)